NCC=1C=C(C=CC1)C=1C=CC2=C(C(=C(O2)CC)COC2=C(C=CC=C2)CC(=O)O)C1 2-(2-((5-(3-(aminomethyl)phenyl)-2-ethylbenzofuran-3-yl)methoxy)phenyl)acetic acid